O1C=2N(CC1)N=C(C2)CN2C(C1=CC=C(C=C1C=N2)S(=O)(=O)C=2C=NN(C2)C)=O 2-((2,3-dihydropyrazolo[5,1-b]oxazol-6-yl)methyl)-6-((1-methyl-1H-pyrazol-4-yl)sulfonyl)phthalazin-1(2H)-one